CN(CCO)CC1=CC=CC=C1 N-Benzyl-N-methylethanolamine